ferric dithioformate C(=S)[S-].[Fe+3].C(=S)[S-].C(=S)[S-]